(S)-N-(8-(2-chloro-5-fluorophenyl)-6-oxo-5,6,7,8-tetrahydroimidazo[1,5-a]pyrazin-1-yl)-3-fluoro-5-(trifluoromethyl)benzamide ClC1=C(C=C(C=C1)F)[C@H]1C=2N(CC(N1)=O)C=NC2NC(C2=CC(=CC(=C2)C(F)(F)F)F)=O